PYRIDINE-4-BORONIC ACID HYDRATE O.N1=CC=C(C=C1)B(O)O